NC1=C(C(=O)O)C=C(C(=C1F)Br)CCC#N 2-amino-4-bromo-5-(2-cyanoethyl)-3-fluorobenzoic acid